butyl [3-({[1-(4-chloro-7-(3-hydroxypyrrolidin-1-yl)-2-{[2-(trimethylsilyl)ethoxy]methyl}-2H-indazol-6-yl)ethyl]amino}carbonyl)pyrazolo[1,5-a]pyrimidin-2-yl]carbamate ClC=1C2=CN(N=C2C(=C(C1)C(C)NC(=O)C=1C(=NN2C1N=CC=C2)NC(OCCCC)=O)N2CC(CC2)O)COCC[Si](C)(C)C